4-amino-7-cyclopropyl-1-[(3S)-oxacyclohex-3-yl]pyrido[2,3-d]pyrimidin-2-one NC=1C2=C(N(C(N1)=O)[C@@H]1COCCC1)N=C(C=C2)C2CC2